4'-oxo-2',3',4',5'-tetrahydro-[1,1-biphenyl]-4-carboxylate O=C1CCC(=CC1)C1=CC=C(C=C1)C(=O)[O-]